2-((18-iodooctadecyl)oxy)tetrahydro-2H-pyran ICCCCCCCCCCCCCCCCCCOC1OCCCC1